C1=CC=CC=2C3=CC=CC=C3C(C12)COC(=O)N[C@@H](CC(=O)O)COCCC(C)C (3S)-3-(9H-fluoren-9-ylmethoxycarbonylamino)-4-(3-methylbutoxy)butanoic acid